tert-Butyl 4-[4-amino-5-(4-{[(2-isopropyl-3,5-dioxo-4-phenyl-2,3,4,5-tetrahydro-1,2,4-triazin-6-yl)carbonyl]amino}phenyl)pyrrolo[2,1-f][1,2,4]triazin-7-yl]piperidine-1-carboxylate NC1=NC=NN2C1=C(C=C2C2CCN(CC2)C(=O)OC(C)(C)C)C2=CC=C(C=C2)NC(=O)C=2C(N(C(N(N2)C(C)C)=O)C2=CC=CC=C2)=O